(2-(2-hydroxypropan-2-yl)pyrimidin-4-yl)-5',6-dimethyl-2H-[1,4'-bipyridin]-2-one OC(C)(C)C1=NC=CC(=N1)C=1C(N(C(=CC1)C)C1=CC=NC=C1C)=O